4-(4-butylbenzoyl)-2,3-dihydroxyphenyl-morpholine-4-carboxylate C(CCC)C1=CC=C(C(=O)C2=C(C(=C(C=C2)OC(=O)N2CCOCC2)O)O)C=C1